NCCC=C(C1=CC=C(C=C1)OC1=CC=C(C=C1)N)C1=CC=C(C=C1)OC1=CC=C(C=C1)N 4-amino-1,1-bis[4-(4-aminophenoxy)phenyl]butaneN